ClC1=C(N=C(N1C1=C(C=C(C=C1)CC(C(F)(F)F)C(F)(F)F)F)CC)C(=O)NCC1CCC(CC1)S(=O)(=O)C 5-chloro-2-ethyl-1-(2-fluoro-4-(3,3,3-trifluoro-2-(trifluoromethyl)propyl)phenyl)-N-(((1r,4r)-4-(methylsulfonyl)cyclohexyl)methyl)-1H-imidazole-4-carboxamide